1,2,3-Tricaprinoyl-glycerin C(CCCCCCCCC)(=O)OCC(OC(CCCCCCCCC)=O)COC(CCCCCCCCC)=O